C(C(C)N1C(C=CC1=O)=O)N1C(C=CC1=O)=O N,N'-1,2-propylenebismaleimide